C1=CC=CC=2C3=CC=CC=C3C(C12)COC(=O)N[C@@H](CCC(=O)O)C(C(C)(C)C)=O (S)-4-((((9H-fluoren-9-yl)methoxy)carbonyl)amino)-6,6-dimethyl-5-oxoheptanoic acid